NCC(=O)NCC=1C=C(C=CC1)C=1C=CC(=NC1)C(=O)NC 5-{3-[(glycylamino)methyl]phenyl}-N-methylpyridine-2-carboxamide